Ethyl 2-[(1R,3R)-3-{[(tert-butoxy)carbonyl](hexyl)amino}-1-ethoxy-4-methylpentyl]-1,3-thiazole-4-carboxylate C(C)(C)(C)OC(=O)N([C@H](C[C@@H](OCC)C=1SC=C(N1)C(=O)OCC)C(C)C)CCCCCC